COC(=O)N1CC[C@H]2[C@@](CCC[C@@H]12)(C#CC=1C=C(C=CC1)C)O (-)-(3aR,4S,7aR)-4-Hydroxy-4-m-tolylethynyl-octahydro-indole-1-carboxylic acid methyl ester